CC1(OCC[C@@H](C1)C=1C=C2C=C(NC2=CC1)C(=O)O)C 5-((S)-2,2-dimethyltetrahydro-2H-pyran-4-yl)-1H-indole-2-carboxylic acid